(E)-2-(7-trifluoromethylchroman-4-ylidene)-N-((7R)-7-hydroxy-5,6,7,8-tetrahydronaphthalen-1-yl)acetamide FC(C1=CC=C2\C(\CCOC2=C1)=C\C(=O)NC1=CC=CC=2CC[C@H](CC12)O)(F)F